(S)-7-(4-Ethyl-3-(hydroxymethyl)-5-oxo-4,5-dihydro-1H-1,2,4-triazol-1-yl)-3-(2-(methylthio)phenyl)-1-(1,1,1-trifluoropropan-2-yl)quinoxalin-2(1H)-one C(C)N1C(=NN(C1=O)C1=CC=C2N=C(C(N(C2=C1)[C@H](C(F)(F)F)C)=O)C1=C(C=CC=C1)SC)CO